2-(azetidin-3-yl)-N-[(3R,5S)-1-(8-cyanoquinoxalin-5-yl)-5-methylpiperidin-3-yl]Acetamide N1CC(C1)CC(=O)N[C@H]1CN(C[C@H](C1)C)C1=C2N=CC=NC2=C(C=C1)C#N